N[C@@H](CC(=O)OCC)C=1C(=C(C=CC1)C1=CC=CC=C1)F ethyl (S)-3-amino-3-(2-fluorobiphenyl-3-yl)propanoate